ClC1=NC=2N[C@H](C(NC2C=N1)=O)CC (7S)-2-chloro-7-ethyl-7,8-dihydropteridin-6(5H)-one